O=C1NC(CCC1N1C(C2=CC(=C(C=C2C1)CN1CCN(CC1)C1=CC=C(C(=O)NC2=CC(=C(C=C2)C)NC2=NC=CC(=N2)C=2C=NC=CC2)C=C1)F)=O)=O 4-(4-((2-(2,6-dioxopiperidin-3-yl)-6-fluoro-1-oxoisoindolin-5-yl)methyl)piperazin-1-yl)-N-(4-methyl-3-((4-(pyridin-3-yl)pyrimidin-2-yl)amino)phenyl)benzamide